(1s,3r)-1-(5-bromopyridin-2-yl)-2-(2,2-difluoroethyl)-3,5-dimethyl-1,2,3,4-tetrahydroisoquinolin-6-amine BrC=1C=CC(=NC1)[C@H]1N([C@@H](CC2=C(C(=CC=C12)N)C)C)CC(F)F